C(C)(C)(C)[S@@](=O)NC1C=2C(=NC=C(C2)F)CC12CCN(CC2)C(=O)OC(C)(C)C tert-butyl 5-(((R)-tert-butylsulfinyl)amino)-3-fluoro-5,7-dihydrospiro[cyclopenta[b]pyridine-6,4'-piperidine]-1'-carboxylate